NC1=NC=CC=C1C1=NC=2C(=NC(=CC2)C2=CC=CC=C2)N1C1=CC=C(CN2CCN(CC2)C2=CC=CC(=N2)C#N)C=C1 6-(4-(4-(2-(2-aminopyridin-3-yl)-5-phenyl-3H-imidazo[4,5-b]pyridin-3-yl)benzyl)piperazin-1-yl)picolinonitrile